ClC1=CC=C(C=C1)C1=C(C=CC=C1)CN1CC(C1)(O)C(C=1C=C2CN(C(C2=CC1)=O)C1C(NC(CC1)=O)=O)O 3-(5-((1-((4'-chloro-[1,1'-biphenyl]-2-yl)methyl)-3-hydroxyazetidin-3-yl)(hydroxy)methyl)-1-oxoisoindolin-2-yl)piperidine-2,6-dione